C(C)(C)(C)C1=CC=C(C(=O)NCC2=C(C=C(C=C2)C=2C3=C(N=CN2)N(C=C3C=3CCN(CC3)C(=O)OC(C)(C)C)COCC[Si](C)(C)C)F)C=C1 Tert-butyl 4-(4-(4-((4-(tert-butyl) benzoylamino) methyl)-3-fluorophenyl)-7-((2-(trimethylsilyl) ethoxy) methyl)-7H-pyrrolo[2,3-d]pyrimidin-5-yl)-3,6-dihydropyridine-1(2H)-carboxylate